dodecyl-trimethyl-imidazole chloride [Cl-].C(CCCCCCCCCCC)CC=1NC(=C(N1)C)C